7-(1H-pyrazol-3-yl)-N4-(1,4,8-trioxaspiro[4.5]decan-6-yl)quinoline-2,4-diamine N1N=C(C=C1)C1=CC=C2C(=CC(=NC2=C1)N)NC1C2(OCCO2)CCOC1